methyl (2R,3R)-2-((1,3-dioxolan-2-yl)methyl)-2,6-dihydroxy-3-methylhexanoate O1C(OCC1)C[C@](C(=O)OC)([C@@H](CCCO)C)O